[Si](C)(C)(C)[C] (TMS)carbon